BrC1=CC=NN1CCNC(=O)C1=NOC(=C1)C=1OC=CC1 N-(2-(5-bromo-1H-pyrazol-1-yl)ethyl)-5-(furan-2-yl)isoxazole-3-carboxamide